FC1(CC2(C1)C[C@H](N(CC2)CC2=C1C=CNC1=C(C=C2OC)C)C2=CC=C(C(=O)N1CC(C1)C#N)C=C2)F (S)-1-(4-(2,2-difluoro-7-((5-methoxy-7-methyl-1H-indol-4-yl)methyl)-7-azaspiro[3.5]nonan-6-yl)benzoyl)azetidine-3-carbonitrile